C1(CCCCC1)N=CNC1CCCCC1 1-[(cyclohexylimino)methylamino]cyclohexane